BrC=1C=C(C(=NC1)NS(=O)(=O)C)C1OCCO1 N-[5-bromo-3-(1,3-dioxolan-2-yl)pyridin-2-yl]methanesulfonamide